Tert-butyl-4-(cyclopropylmethyl)-4H-pyrrolo[2,3-d]thiazole-5-carbaldehyde C(C)(C)(C)C=1SC2=C(N1)N(C(=C2)C=O)CC2CC2